7-amino-8-(3-methoxy-2-methylphenyl)-2-(trifluoromethyl)imidazo[1,2-a]pyridine-6-carboxamide NC1=C(C=2N(C=C1C(=O)N)C=C(N2)C(F)(F)F)C2=C(C(=CC=C2)OC)C